Ethyl 1-[[(4,5,6,7,8,9-hexahydrocycloocta[b]thiophen-2-ylcarbonyl) amino] methyl]-2-methylcyclopentanecarboxylate S1C2=C(C=C1C(=O)NCC1(C(CCC1)C)C(=O)OCC)CCCCCC2